CC=1C=C(NC1C)C(=O)O 4,5-DIMETHYL-1H-PYRROLE-2-CARBOXYLIC ACID